C1C=NC(=O)C1=O azolinedione